C1(CC1)N(C1=NC(=NC=C1OC)C=1C(=NC=NC1OC)C1CC1)CC1=CC=C(C=C1)C=1N(C=C(N1)C(F)(F)F)C N,4'-Dicyclopropyl-5,6'-dimethoxy-N-(4-(1-methyl-4-(trifluoromethyl)-1H-imidazol-2-yl)benzyl)-[2,5'-bipyrimidin]-4-amine